2-amino-N-cyclopropyl-5-{7-methanesulfonamido-1-oxo-2-[(2S)-1,1,1-trifluorobutan-2-yl]-2,3-dihydro-1H-isoindol-5-yl}pyrazolo[1,5-a]pyrimidine-3-carboxamide NC1=NN2C(N=C(C=C2)C=2C=C3CN(C(C3=C(C2)NS(=O)(=O)C)=O)[C@H](C(F)(F)F)CC)=C1C(=O)NC1CC1